ClC1=C(C=C(C#N)C=C1)C=1NC2=CC(=C(C(=C2C(C1)=O)F)F)F 4-chloro-3-(5,6,7-trifluoro-4-oxo-1,4-dihydroquinolin-2-yl)benzonitrile